N-(3-amidino-4-methoxyphenyl)-5-chloro-2-(4,4-difluoroazepan-1-yl)-6-methylnicotinamide C(N)(=N)C=1C=C(C=CC1OC)NC(C1=C(N=C(C(=C1)Cl)C)N1CCC(CCC1)(F)F)=O